ClC=1C=2N(C=CC1SC1=CN=C(N(C1=C=O)C)N1CCC3([C@@H]([C@@H](OC3)C)N[S@](=O)C(C)(C)C)CC1)N=CC2 (R)-N-((3S,4S)-8-(5-((4-Chloropyrazolo[1,5-a]pyridin-5-yl)thio)-1-methyl-6-carbonyl-1,6-dihydropyrimidin-2-yl)-3-methyl-2-oxa-8-azaspiro[4.5]decan-4-yl)-2-methylpropan-2-sulfinamide